C(C)(C)C1=C(N=C(N1)CC1=CC(=CC(=C1)OC)OC)C=C1C(NCC(N1)=O)=O (5-isopropyl-1-(3,5-dimethoxybenzylimidazol-4-yl)methylene)piperazine-2,5-dione